6-(((1R)-2-((3,5-difluoro-4-(trimethylsilyl)phenyl)amino)-1-(4-(methoxymethyl)phenyl)-2-oxoethyl)amino)-6-oxohexanoic acid FC=1C=C(C=C(C1[Si](C)(C)C)F)NC([C@@H](C1=CC=C(C=C1)COC)NC(CCCCC(=O)O)=O)=O